5-bromo-4-(difluoromethoxy)pyridin-2-amine BrC=1C(=CC(=NC1)N)OC(F)F